N-(6-bromo-7-hydroxybenzo[d]thiazole-2-yl)acetamide BrC1=C(C2=C(N=C(S2)NC(C)=O)C=C1)O